CS(=O)(=O)CCOC1=CC=2N(C=C1)C(=CN2)C2=CC(=NC=N2)NCC2=CC=C(C=C2)C=2C=NN(C2)C {6-[7-(2-methanesulfonyl-ethoxy)-imidazo[1,2-a]pyridin-3-yl]-pyrimidin-4-yl}-[4-(1-methyl-1H-pyrazol-4-yl)-benzyl]-amine